(2-((1-(2,2-difluoroethyl)-1H-pyrazol-4-yl)amino)-5-fluoropyrimidin-4-yl)-2-fluorobenzoic acid methyl ester COC(C1=C(C(=CC=C1)C1=NC(=NC=C1F)NC=1C=NN(C1)CC(F)F)F)=O